3-cyano-2,6-dimethylbenzoic acid C(#N)C=1C(=C(C(=O)O)C(=CC1)C)C